(4-cyano-1H-pyrazol-1-yl)-2-{[(1,2,3,5,6,7-hexahydro-s-indacen-4-yl)carbamoyl]oxy}propanoic acid ethyl ester C(C)OC(C(C)(OC(NC1=C2CCCC2=CC=2CCCC12)=O)N1N=CC(=C1)C#N)=O